ClC1=CC(=C(C=C1)N1C[C@H]([C@](CC1)(O)COC1=C2N=CC(=NC2=CC=C1)OC)O)F (3R,4R)-1-(4-chloro-2-fluorophenyl)-4-[(2-methoxyquinoxalin-5-yl)oxymethyl]piperidine-3,4-diol